NC1=NC2=CC(=C(C=C2C(=C1)CO)C(=O)N1C(COCC1)C1=CC=C(C=C1)C(F)(F)F)F (2-amino-7-fluoro-4-(hydroxymethyl)quinolin-6-yl)(3-(4-(trifluoromethyl)phenyl)morpholinyl)methanone